4-(5-(2-benzylpiperidin-1-yl)-2-(pyridin-4-yl)pyrazolo[1,5-a]pyrimidin-7-yl)morpholine C(C1=CC=CC=C1)C1N(CCCC1)C1=NC=2N(C(=C1)N1CCOCC1)N=C(C2)C2=CC=NC=C2